(R)-(4-((1-(3-(difluoromethyl)-2-fluorophenyl)ethyl)amino)-6-(dimethylphosphoryl)-tert-butyl 2-methylquinazolin-7-yl)carbamate FC(C=1C(=C(C=CC1)[C@@H](C)NC1=NC(=NC2=CC(=C(C(=C12)C(C)(C)C)P(=O)(C)C)NC([O-])=O)C)F)F